C(#N)C=1C=NN2C1C(=CC(=C2)OCC)C=2C=CC(=NC2)N2CCC(CC2)(C(NCC(C)C)=O)CN2[C@H](CN(CC2)C(=O)OC(C)(C)C)C tert-butyl (S)-4-((1-(5-(3-cyano-6-ethoxypyrazolo[1,5-a]pyridin-4-yl)pyridin-2-yl)-4-(isobutylcarbamoyl)piperidin-4-yl)methyl)-3-methylpiperazine-1-carboxylate